bis(aziridin-1-yl)phosphinic acid (R)-6-([1,1'-biphenyl]-4-yloxy)-5-nitro-2,3-dihydro-1H-inden-1-yl ester C1(=CC=C(C=C1)OC1=C(C=C2CC[C@H](C2=C1)OP(=O)(N1CC1)N1CC1)[N+](=O)[O-])C1=CC=CC=C1